racemic-[trans-(3-hydroxytetrahydropyran-4-yl)thio](phenyl)methanone O[C@@H]1COCC[C@H]1SC(=O)C1=CC=CC=C1 |r|